ClC1=C(C=CC=C1)C=1N(C(=C(N1)C1=C(C=CC=C1)OCC)C1=C(C=CC=C1)OCC)C1(N=C(C(=N1)C1=C(C=CC=C1)OCC)C1=C(C=CC=C1)OCC)C1=C(C=CC=C1)Cl 2,2'-bis(2-chlorophenyl)-4,4',5,5'-tetra(ethoxyphenyl)-1,2'-biimidazole